5-(3-(1H-indazol-5-yl)-1,2,4-oxadiazol-5-yl)-2-(allyl-amino)benzonitrile N1N=CC2=CC(=CC=C12)C1=NOC(=N1)C=1C=CC(=C(C#N)C1)NCC=C